N-(2-((2,6-dimethyltetrahydro-2H-pyran-4-yl)oxy)3,5-difluorobenzyl)-2-methoxynicotinamide CC1OC(CC(C1)OC1=C(CNC(C2=C(N=CC=C2)OC)=O)C=C(C=C1F)F)C